linalyl butyrate (3,7-dimethylocta-1,6-dien-3-yl butanoate) CC(C=C)(CCC=C(C)C)C(C(=O)O)CC.C(CCC)(=O)OC(C)(C=C)CCC=C(C)C